NC(C[N+]1=CC(=CC=C1)C(=O)Br)=O 1-(2-amino-2-oxo-ethyl)pyridin-1-ium-3-carboxylic acid bromide